ethyl 2-(1-cyanoethyl)-5-nitrobenzoate C(#N)C(C)C1=C(C(=O)OCC)C=C(C=C1)[N+](=O)[O-]